CNC1CCC(N(C1)C(=O)OC(C)(C)C)C1=CC=CC=C1 tert-Butyl 5-(methylamino)-2-phenylpiperidine-1-carboxylate